N-(2-(8-acetyl-3,8-diazabicyclo[3.2.1]oct-3-yl)-5-(4-(2,6-dichloro-3,5-dimethoxyphenyl)imidazo[1,2-a][1,6]naphthyridin-8-yl)-4-methoxyphenyl)acrylamide C(C)(=O)N1C2CN(CC1CC2)C2=C(C=C(C(=C2)OC)C2=NC=C1C=C(C=3N(C1=C2)C=CN3)C3=C(C(=CC(=C3Cl)OC)OC)Cl)NC(C=C)=O